C(#N)CN1N=C(C(=C1)C1=CN=C2N1C=CN=C2NC2=CC(=C(C(=O)N[C@@H](C(N1CCNCC1)=O)C)C=C2)C)C(F)(F)F 4-[[3-[1-(cyanomethyl)-3-(trifluoromethyl)pyrazol-4-yl]imidazo[1,2-a]pyrazin-8-yl]amino]-2-methyl-N-[(1R)-1-methyl-2-oxo-2-piperazin-1-yl-ethyl]benzamide